COC=1C=CC(=NC1)N(C1=NC(=NN2C1=C(C(=C2)C2=NN(C=C2)C)C)C=2N(C=CN2)C)C N-(5-Methoxypyridin-2-yl)-N,5-dimethyl-2-(1-methyl-1H-imidazol-2-yl)-6-(1-methyl-1H-pyrazol-3-yl)pyrrolo[2,1-f][1,2,4]triazin-4-amine